t-butyl 3-((1-((4-(1-cyanocyclopropyl) phenyl)(5-(3,5-dimethylisoxazol-4-yl)-2-methylphenyl)amino)propan-2-yl)oxy)azetidine-1-carboxylate C(#N)C1(CC1)C1=CC=C(C=C1)N(CC(C)OC1CN(C1)C(=O)OC(C)(C)C)C1=C(C=CC(=C1)C=1C(=NOC1C)C)C